[Si](C)(C)(C(C)(C)C)OC1=CC=C(C=C1)C=1N=CC(=NC1)N 5-[4-(tert-Butyldimethylsilyloxy)phenyl]pyrazin-2-amine